[(3aR,6R,6aR)-4-[6-chloro-5-cyano-4-(cyclopentylamino)pyrrolo[2,3-b]pyridin-1-yl]-2,2-dimethyl-3a,4,6,6a-tetrahydrofuro[3,4-d][1,3]dioxol-6-yl]methoxymethylphosphonic acid ClC1=C(C(=C2C(=N1)N(C=C2)C2O[C@@H]([C@H]1OC(O[C@H]12)(C)C)COCP(O)(O)=O)NC1CCCC1)C#N